BrC1=CC=C(C=C1)C1=CC=C(C=C1)C1=CC=CC=C1 (4-bromophenyl)-4-phenylbenzene